Cl.N1CC(CCC1)C1(CC1)C(=O)OC methyl 1-(piperidin-3-yl)cyclopropan-1-carboxylate hydrochloride